OC[C@@]1(O)[C@H](O)[C@@H](O)[C@@H](O)CO1 β-L-fructopyranose